BrC=1C(=C(C(=C(C1)C(C=CN(C)C)=O)O)C)F 1-(5-bromo-4-fluoro-2-hydroxyl-3-methylphenyl)-3-(dimethylamino)-prop-2-en-1-one